N-(3-((3-(9H-purin-6-yl)pyridin-2-yl)amino)-4-methylphenyl)-2-(trifluoromethyl)-isonicotinamide N1=CN=C2NC=NC2=C1C=1C(=NC=CC1)NC=1C=C(C=CC1C)NC(C1=CC(=NC=C1)C(F)(F)F)=O